(3R,6R)-1-(7-(8-ethynyl-7-fluoro-3-hydroxynaphthalen-1-yl)-6,8-difluoro-2-(((2R,7aS)-2-fluorotetrahydro-1H-pyrrolizin-7a(5H)-yl)methoxy)quinazolin-4-yl)-4-methylpiperidin-3-ol C(#C)C=1C(=CC=C2C=C(C=C(C12)C1=C(C=C2C(=NC(=NC2=C1F)OC[C@]12CCCN2C[C@@H](C1)F)N1C[C@@H](C(CC1)C)O)F)O)F